Monomethylaluminum C[Al]